N-(5-(difluoromethoxy)-1H-pyrazol-3-yl)-6-(((1S,2S,3R,5R)-2-methyl-8-azabicyclo[3.2.1]octan-3-yl)oxy)pyrazin-2-amine FC(OC1=CC(=NN1)NC1=NC(=CN=C1)O[C@H]1[C@H]([C@@H]2CC[C@H](C1)N2)C)F